methyl (3R,4S,11bS)-3-ethyl-8-methoxy-1,2,3,3a,6,11-hexahydro-1,4-methanocyclopenta[2,3]azepino[4,5-b]indole-11b(5H)-carboxylate C(C)[C@@H]1CC2[C@@]3(C1N(CCC1=C3NC3=CC=C(C=C13)OC)C2)C(=O)OC